NC1=C(C=C(OCOC2=CC(=C(C=C2)N)F)C=C1)F bis(4-amino-3-fluorophenoxy)methane